ClC1=CC=C(C(=N1)C(=O)O)N[C@H](C)C=1C=C(C=C2C(N(C(=NC12)C)C)=O)C (R)-6-chloro-3-((1-(2,3,6-trimethyl-4-oxo-3,4-dihydroquinazolin-8-yl)ethyl)amino)picolinic acid